3-(5-methylhexahydropyrrolo[3,4-c]pyrrol-2(1H)-yl)-2-nitroaniline CN1CC2C(C1)CN(C2)C=2C(=C(N)C=CC2)[N+](=O)[O-]